methyl 3-(9-((4-(((tert-butoxycarbonyl)amino)methyl)-2-iodophenyl)carbamoyl)-4,5-dihydrobenzo[b]thieno[2,3-d]oxepin-8-yl)-6-(propylcarbamoyl)picolinate C(C)(C)(C)OC(=O)NCC1=CC(=C(C=C1)NC(=O)C1=CC2=C(OCCC3=C2SC=C3)C=C1C=1C(=NC(=CC1)C(NCCC)=O)C(=O)OC)I